ClC(C1=NC(=NO1)C1=CC=C(C=C1)C(CNC1=CC=CC=C1)=O)(F)F 1-(4-(5-(chlorodifluoromethyl)-1,2,4-oxadiazol-3-yl)phenyl)-2-(phenylamino)ethan-1-one